((5-fluorobenzo[d]thiazol-2-yl)amino)-N-(4-(2-(hydroxyamino)-2-oxoethyl)benzyl)acetamide FC=1C=CC2=C(N=C(S2)NCC(=O)NCC2=CC=C(C=C2)CC(=O)NO)C1